FC=1C=C(C=CC1[Si](C)(C)C)NC(C(C1=CC=C(C=C1)COC)NC(OC1=CC=C(C=C1)[N+](=O)[O-])=O)=O 4-nitrophenyl (2-((3-fluoro-4-(trimethylsilyl)phenyl)amino)-1-(4-(methoxymethyl)phenyl)-2-oxoethyl)carbamate